7-(3-chloro-4-(trifluoromethoxy)phenyl)-N-(5-morpholinopyridin-2-yl)pyrazolo[1,5-a]pyrimidine-2-carboxamide ClC=1C=C(C=CC1OC(F)(F)F)C1=CC=NC=2N1N=C(C2)C(=O)NC2=NC=C(C=C2)N2CCOCC2